phenyl (3-iodo-4-(pyridin-4-yl)phenyl)carbamate IC=1C=C(C=CC1C1=CC=NC=C1)NC(OC1=CC=CC=C1)=O